C(#N)C=1C=NC(=NC1)N[C@H](C(=O)O)CCN(CCCCC1=NC=2NCCCC2C=C1)CCOCC (S)-2-((5-cyanopyrimidin-2-yl)amino)-4-((2-ethoxyethyl)(4-(5,6,7,8-tetrahydro-1,8-naphthyridin-2-yl)butyl)amino)butanoic acid